NCC(CN1N=CN(C1=O)C1=NC=C(C=C1C)C=1C=NC(=NC1)NCCOC)=C(F)F 2-[2-(aminomethyl)-3,3-difluoro-allyl]-4-[5-[2-(2-methoxyethylamino)pyrimidin-5-yl]-3-methyl-2-pyridyl]-1,2,4-triazol-3-one